N-(1-phenylethyl)-3-(pyridin-4-yl)-1,7-dihydroimidazo[4,5-f]indazole-6-carboxamide C1(=CC=CC=C1)C(C)NC(=O)C=1NC2=C(C=C3C(=NNC3=C2)C2=CC=NC=C2)N1